CC1=CC=C(C=C1)NC(=O)C=1N=NC=CC1 N-(4-Methylphenyl)pyridazine-3-carboxamide